CC(C)C[C@@H](C(=O)O)NC(=O)CC[C@@H](C(=O)O)N The molecule is a glutamyl-L-amino acid obtained by formal condensation of the gamma-carboxy group of glutamic acid with the amino group of leucine. It has a role as a human metabolite. It derives from a glutamic acid and a leucine. It is a conjugate acid of a gamma-Glu-Leu(1-).